2-((5-(6-(bicyclo[1.1.1]pentane-1-carbonyl)-2,6-diazaspiro[3.3]heptane-2-yl)-2-cyclopropyl-7-methylpyrazolo[1,5-a]pyridin-3-yl)(methyl)amino)-4-(4-fluorophenyl)thiazole-5-carbonitrile C12(CC(C1)C2)C(=O)N2CC1(CN(C1)C1=CC=3N(C(=C1)C)N=C(C3N(C=3SC(=C(N3)C3=CC=C(C=C3)F)C#N)C)C3CC3)C2